C(C)N1C[C@H]([C@H](CC1)NC1=C2C=C(N(C2=CC=C1)CC(F)(F)F)C#CCNC1=C(C=C(C(=O)NC)C=C1)OC)F 4-{[3-(4-{[(3R,4S)-1-ethyl-3-fluoropiperidin-4-yl]amino}-1-(2,2,2-trifluoroethyl)-1H-indol-2-yl)prop-2-yn-1-yl]amino}-3-methoxy-N-methylbenzamide